tri-butyl-amine monobutyl-phosphate C(CCC)OP(=O)(O)O.C(CCC)N(CCCC)CCCC